3-(diethyl-amino)propylamine C(C)N(CCCN)CC